The molecule is a pyrrolopyrimidine that is 7H-pyrrolo[2,3-d]pyrimidin-4-amine which is substituted by methyl groups at positions 2, 5, and 6, by a mesityl group at position 7, and in which the amino substituent at position 4 has been substituted by ethyl and butyl groups. It is an antagonist of corticotropin-releasing factor 1 (CRF-1) receptors (Ki = 1 nM). It has a role as a corticotropin-releasing factor receptor antagonist. It is a pyrrolopyrimidine and a tertiary amino compound. CCCCN(CC)C1=NC(=NC2=C1C(=C(N2C3=C(C=C(C=C3C)C)C)C)C)C